2,2,2-trifluoro-N-[(3R)-pyrrolidin-3-yl]acetamide hydrochloride Cl.FC(C(=O)N[C@H]1CNCC1)(F)F